methyl 6-(4-fluorophenyl)-5-methyl-5H-pyrrolo[2,3-b]pyrazine-2-carboxylate FC1=CC=C(C=C1)C1=CC=2C(=NC=C(N2)C(=O)OC)N1C